5-(Tert-butyl)pyrazin-2-ol C(C)(C)(C)C=1N=CC(=NC1)O